methanesulfinamide CS(=O)N